alanine methyl ester COC([C@@H](N)C)=O